N-(1-benzyl-6-(3,5-dimethylisoxazol-4-yl)-3-methyl-2-oxo-2,3-dihydro-1H-benzo[d]imidazol-4-yl)acetamide C(C1=CC=CC=C1)N1C(N(C2=C1C=C(C=C2NC(C)=O)C=2C(=NOC2C)C)C)=O